(S)-N-(2-hydroxyphenyl)-1-(6-methyl-4-(trifluoromethyl)pyridin-2-yl)-5-oxopyrrolidine-2-carboxamide OC1=C(C=CC=C1)NC(=O)[C@H]1N(C(CC1)=O)C1=NC(=CC(=C1)C(F)(F)F)C